7-chloro-1-methyl-4-((1R,3s,5S)-8-(5-((4-methylpiperazin-1-yl)methyl)pyrimidin-2-yl)-8-azabicyclo[3.2.1]octan-3-yl)-1,4-dihydropyrido[2,3-b]pyrazine-2,3-dione ClC1=CC2=C(N(C(C(N2C)=O)=O)C2C[C@H]3CC[C@@H](C2)N3C3=NC=C(C=N3)CN3CCN(CC3)C)N=C1